C(#N)C1=CC=C(C=C1)C=1N=C(OC1)NC(=O)C12CC3CC(CC(C1)C3)C2 (3R,5R,7R)-N-(4-(4-cyanophenyl)oxazol-2-yl)adamantane-1-carboxamide